1-((1S,4R)-2-azabicyclo[2.2.1]hept-5-en-2-yl)-2-(5-fluoro-1H-indol-3-yl)ethan-1-one [C@@H]12N(C[C@@H](C=C1)C2)C(CC2=CNC1=CC=C(C=C21)F)=O